O[C@@H](C)[C@@H]1[C@@H](C1)[C@H](C)NC(OC(C)(C)C)=O tert-butyl ((S)-1-((1R,2S)-2-((S)-1-hydroxyethyl)cyclopropyl)ethyl)carbamate